ClC=1C(=C(CNC(CN(C(CN2N=C(C3=CC(=CC=C23)[N+](=O)[O-])C(=O)N)=O)C2CC2)=O)C=CC1)F 1-(2-((2-((3-chloro-2-fluorobenzyl)amino)-2-oxoethyl)(cyclopropyl)amino)-2-oxoethyl)-5-nitro-1H-indazole-3-carboxamide